FC(C=1C(=NC=CC1)N1C[C@@H](CC1)CN1[C@H]([C@H]([C@@H]([C@H](C1)OCC1=CC=CC=C1)OCC1=CC=CC=C1)OCC1=CC=CC=C1)COCC1=CC=CC=C1)(F)F 3-(trifluoromethyl)-2-((S)-3-(((2S,3R,4R,5S)-3,4,5-tris(benzyloxy)-2-((benzyloxy)methyl)piperidin-1-yl)methyl)pyrrolidin-1-yl)pyridine